FC(S(=O)(=O)[O-])(F)F.CC1=C(C[S+](C)C2=CC=C(C=C2)O)C=CC=C1 2-methylbenzyl-4-hydroxyphenyl-methyl-sulfonium trifluoromethanesulfonate